O1NC(C(C=C1)=O)=O oxazinquinone